2-(6-methyl-2-(4-(methyl-d3) phenyl-2,3,5,6-d4) imidazo[1,2-a]pyridin-3-yl)-2-oxoacetate CC=1C=CC=2N(C1)C(=C(N2)C2=C(C(=C(C(=C2[2H])[2H])C([2H])([2H])[2H])[2H])[2H])C(C(=O)[O-])=O